ClC1=CC=C(C=C1)[C@H](C)NC=1N=CC2=C(N1)N(C(C=C2)=O)C(CC)CC 2-{[(1S)-1-(4-Chlorophenyl)ethyl]amino}-8-(pentan-3-yl)pyrido[2,3-d]pyrimidin-7(8H)-on